C(C)[C@]1(CCC=2C1=NC(=CC2)N2C(=CC1=C2N=C(N=C1)NC1=CC(=C(C=C1)OC1CCNCC1)OC)C)O (R)-7-ethyl-2-(2-((3-methoxy-4-(Piperidin-4-yloxy)phenyl)amino)-6-methyl-7H-pyrrolo[2,3-d]pyrimidin-7-yl)-6,7-dihydro-5H-cyclopenta[b]Pyridin-7-ol